1-azido-β-D-glucopyranosyl azide N(=[N+]=[N-])C1([C@H](O)[C@@H](O)[C@H](O)[C@H](O1)CO)N=[N+]=[N-]